4-((tetrahydro-2H-pyran-2-yl)oxy)butan-1-ol O1C(CCCC1)OCCCCO